sodium 4-[(4-chloro-2-hydroxybenzoyl)amino]butanoate ClC1=CC(=C(C(=O)NCCCC(=O)[O-])C=C1)O.[Na+]